1,1'-((4,6-dihydroxy-1,3-phenylene)bis(ethane-1,1-diyl))bis(pyrrolidin-2-one) OC1=C(C=C(C(=C1)O)C(C)N1C(CCC1)=O)C(C)N1C(CCC1)=O